(2s,4s)-2-(4-(3-(1,1-Difluoroethyl)phenyl)piperidine-1-carbonyl)-7-oxa-5-azaspiro[3.4]octan-6-one FC(C)(F)C=1C=C(C=CC1)C1CCN(CC1)C(=O)C1CC2(C1)NC(OC2)=O